methyl 2-(bromomethyl)-5-(1-cyanocyclopropyl)benzoate BrCC1=C(C(=O)OC)C=C(C=C1)C1(CC1)C#N